6-(2,6-Dichlorophenyl)-2-((2-fluoro-4-((3S,5R)-3,4,5-trimethylpiperazin-1-yl)phenyl)amino)-8,9-dihydroimidazo[1,2-a]pyrimido[5,4-e]pyrimidin-5(6H)-one ClC1=C(C(=CC=C1)Cl)N1C=2N(C3=C(C1=O)C=NC(=N3)NC3=C(C=C(C=C3)N3C[C@@H](N([C@@H](C3)C)C)C)F)CCN2